C(C)C=1C=C(C=CC1C1=CC=C2C(=NNC2=C1)C1=NC2=C(N1)CN(C2)C(=O)N2CCN(CC2)C)O 3-ethyl-4-{3-[5-(4-methylpiperazine-1-carbonyl)-1H,4H,5H,6H-pyrrolo[3,4-d]imidazol-2-yl]-1H-indazol-6-yl}phenol